SC1=NN2C(C(=N1)O)=NC=C2 2-Sulfanylimidazo[2,1-f][1,2,4]triazin-4-ol